C(C)OC(=O)[C@H]1CN(CCC1)S(=O)(=O)C1=CC=C(C=C1)C1=CC=C(C=C1)S(N(CC)CC)(=O)=O.CC(C)(C)S(=O)NC(CC=C)C1=NC=CC=C1 2-methyl-N-[1-(2-pyridinyl)but-3-enyl]propane-2-sulfinamide Ethyl-(R)-1-((4'-(N,N-diethylsulfamoyl)-[1,1'-biphenyl]-4-yl)sulfonyl)piperidine-3-carboxylate